C(C)(C)(C)OC(=O)N(CCC1=NC(=CC=C1[N+](=O)[O-])OC)CC1=C(C=CC(=C1)F)NC1=C(C(=O)O)C=C(C(=C1)C(F)(F)F)Cl 2-((2-(((tert-butoxycarbonyl)(2-(6-methoxy-3-nitropyridin-2-yl)ethyl)amino)methyl)-4-fluorophenyl)amino)-5-chloro-4-(trifluoromethyl)benzoic acid